2-(6-fluoro-1H-indol-3-yl)ethan-1-aminium (2E)-3-carboxyprop-2-enoate C(=O)(O)/C=C/C(=O)[O-].FC1=CC=C2C(=CNC2=C1)CC[NH3+]